BrC1=CC(=C(C=C1)C1CC1)C 4-bromo-1-cyclopropyl-2-methylbenzene